tert-butyl 7-(4-(4-((1-(tert-butyl)-1H-1,2,3-triazole-4-carboxamido)methyl)-3-methylphenyl)pyridin-3-yl)-2,7-diazaspiro[4.4]nonane-2-carboxylate C(C)(C)(C)N1N=NC(=C1)C(=O)NCC1=C(C=C(C=C1)C1=C(C=NC=C1)N1CC2(CCN(C2)C(=O)OC(C)(C)C)CC1)C